tert-butyl N-cyclopropyl-N-[(3R)-1-[5-[(6-methoxy-2-methyl-indazol-5-yl)carbamoyl]pyrazin-2-yl]pyrrolidin-3-yl]carbamate C1(CC1)N(C(OC(C)(C)C)=O)[C@H]1CN(CC1)C1=NC=C(N=C1)C(NC1=CC2=CN(N=C2C=C1OC)C)=O